CN1C2=C(C=C(C1=O)C(=O)NC=1OC=CN1)[C@H](CC2)C (5S)-1,5-Dimethyl-N-oxazol-2-yl-2-oxo-6,7-dihydro-5H-cyclopenta[b]pyridine-3-carboxamide